BrC1=CC=C(C=C1)NNC1=CC=CC=C1 1-(4-bromophenyl)-2-phenylhydrazine